phenyl-pyrazole-4-carbonitrile C1(=CC=CC=C1)C1=NNC=C1C#N